3-(5-((5-(azepan-1-ylmethyl)pyridin-2-yl)methoxy)-2-methyl-4-oxoquinazolin-3(4H)-yl)piperidine-2,6-dione N1(CCCCCC1)CC=1C=CC(=NC1)COC1=C2C(N(C(=NC2=CC=C1)C)C1C(NC(CC1)=O)=O)=O